N-(3,5-dichloro-4-((4,4-dimethyl-1-(trifluoromethyl)-2,3,4,9-tetrahydro-1H-pyrido[3,4-b]indol-6-yl)oxy)phenyl)-5-oxo-4,5-dihydro-1,2,4-oxadiazole-3-carboxamide ClC=1C=C(C=C(C1OC=1C=C2C3=C(NC2=CC1)C(NCC3(C)C)C(F)(F)F)Cl)NC(=O)C3=NOC(N3)=O